FC(CN1CC(CC1)C(=O)NC=1N=CC2=CC=C(C=C2C1)C=1C=NN(C1)C)(C)C 1-(2-fluoro-2-methylpropyl)-N-(6-(1-methyl-1H-pyrazol-4-yl)isoquinolin-3-yl)pyrrolidine-3-carboxamide